FC=1C=CC(=C(C1)[C@H](C(=O)NC=1SC=CN1)N1C(C2=CC(=CC=C2C1)C#CC1=CC=C(C=C1)CN1CCOCC1)=O)O |r| (2RS)-2-(5-fluoro-2-hydroxy-phenyl)-2-[6-[2-[4-(morpholinomethyl)phenyl]ethynyl]-1-oxo-isoindolin-2-yl]-N-thiazol-2-yl-acetamide